(4-(4-(benzo[d]thiazol-5-ylamino)quinolin-7-yl)-3-fluorophenyl)(morpholino)methanone S1C=NC2=C1C=CC(=C2)NC2=CC=NC1=CC(=CC=C21)C2=C(C=C(C=C2)C(=O)N2CCOCC2)F